ClC=1C=C2C(=CN1)N(C(=C2)C=2C(=NC=NC2OC)OC)C 5-{5-chloro-1-methylpyrrolo[2,3-c]pyridin-2-yl}-4,6-dimethoxypyrimidine